P(=O)(O)(O)O[C@@H](CC(C(=O)O)=O)[C@@H](O)[C@@H](O)[C@H](O)[C@H](O)COC monophospho-3-deoxy-9-O-methyl-D-glycero-D-galacto-nonulosonic acid